N1=C(C=CC=C1)SS[C@@H]1[C@H](CCCC1)O (1S,2S)-2-(2-pyridyldithio)cyclohexanol